N-((5-([1,2,3]triazolo[1,5-a]pyridin-5-yl)-6-methyl-2,3-dihydro-1H-inden-4-yl)carbamoyl)-1-cyclopropyl-1H-pyrazole-3-sulfonamide N1=NC=C2N1C=CC(=C2)C=2C(=C1CCCC1=CC2C)NC(=O)NS(=O)(=O)C2=NN(C=C2)C2CC2